N-[2-(2-methoxy-6-methylphenyl)-1-methylpyrrolo[2,3-c]pyridin-5-yl]cyclopropanecarboxamide COC1=C(C(=CC=C1)C)C1=CC=2C(=CN=C(C2)NC(=O)C2CC2)N1C